FC=1C=C2CCCN(C2=C(C1)F)C1=C(C=C(C=C1)C(F)(F)F)[N+](=O)[O-] 6,8-difluoro-1-[2-nitro-4-(trifluoromethyl)phenyl]-1,2,3,4-tetrahydroquinoline